2-(methyl-amino)phenylboronic acid CNC1=C(C=CC=C1)B(O)O